C(C)OC(C(C)P(=O)(OCC)OCC)=O.P(OCC)(OCC)OCC triethyl phosphite ethyl-2-(diethylphosphono)propionate